FC1=C(C=CC=C1)NS(=O)(=O)C=1C=C2CCC(NC2=CC1)=O N-(2-fluorophenyl)-2-oxo-1,2,3,4-tetrahydroquinoline-6-sulfonamide